Ethyl cis-11-chloro-12-(3-methoxypropoxy)-3-methyl-8-oxo-2,3,8,13b-tetrahydro-1H-pyrido[2,1-a]pyrrolo[1,2-c]phthalazine-7-carboxylate ClC=1C(=CC=2[C@H]3N(N4C(C2C1)=CC(C(=C4)C(=O)OCC)=O)[C@@H](CC3)C)OCCCOC